1-methyl-3,5-dinitrobenzene CC1=CC(=CC(=C1)[N+](=O)[O-])[N+](=O)[O-]